(S)-4-(4-acryloyl-2-methylpiperazin-1-yl)-6-cyclopropyl-7-(2-fluoro-3-hydroxyphenyl)-1-(2-isopropyl-4-methylpyridin-3-yl)pyrido[2,3-d]pyrimidin-2(1H)-one C(C=C)(=O)N1C[C@@H](N(CC1)C=1C2=C(N(C(N1)=O)C=1C(=NC=CC1C)C(C)C)N=C(C(=C2)C2CC2)C2=C(C(=CC=C2)O)F)C